N-(2-chloro-4-methoxypyrimidin-5-yl)-5-methyl-3-phenylisoxazole-4-carboxamide ClC1=NC=C(C(=N1)OC)NC(=O)C=1C(=NOC1C)C1=CC=CC=C1